ClC1=CC=C2C(=N1)C(N(C2(CCO)CCO)CC2=CC=C(C=C2)OC)=O 2-chloro-5,5-bis(2-hydroxyethyl)-6-(4-methoxybenzyl)-5,6-dihydro-7H-pyrrolo[3,4-b]pyridin-7-one